CC=1OC(=CN1)C(=O)N 2-methyl-1,3-oxazole-5-carboxamide